COC1=CC=C(C=C1)C=1OC2=C(C=CC=C2C(C1OC1O[C@@H]([C@H]([C@@H]([C@@H]1O)O)O)C)=O)CC=C(C)C 2-(4-methoxyphenyl)-8-(3-methylbut-2-en-1-yl)-3-(((3S,4S,5S,6R)-3,4,5-trihydroxy-6-methyltetrahydro-2H-pyran-2-yl)oxy)-4H-chromen-4-one